N-(4-benzofuran-2-yl-phenyl)-N-(4-benzothien-2-yl-phenyl)-N-{4-(2-furan-2-yl-benzooxazol-6-yl)-phenyl}-amine O1C(=CC2=C1C=CC=C2)C2=CC=C(C=C2)N(C2=CC=C(C=C2)C2=CC1=C(N=C(O1)C=1OC=CC1)C=C2)C2=CC=C(C=C2)C=2SC1=C(C2)C=CC=C1